(R)-7-(2-(1-(pyrrolidin-3-yl)-1H-pyrazol-4-yl)ethyl)-1,2,3,4-tetrahydro-1,8-naphthyridine N1C[C@@H](CC1)N1N=CC(=C1)CCC1=CC=C2CCCNC2=N1